2-({[2-methoxy-7-(3-methyl-1H-indazol-5-yl)naphthalen-1-yl]amino}methyl)prop-2-enenitrile COC1=C(C2=CC(=CC=C2C=C1)C=1C=C2C(=NNC2=CC1)C)NCC(C#N)=C